1-phenyl-2-hydroxy-2-methyl-propan C1(=CC=CC=C1)CC(C)(C)O